(R)-4-{6-[4-(4-(2-(2,4-dimethyl-3-oxopiperazin-1-yl)ethoxy)phenyl)piperidin-1-yl]-4-methoxypyridin-3-yl}-6-methyl-1-tosyl-1,6-dihydro-7H-pyrrolo[2,3-c]pyridin-7-one C[C@H]1N(CCN(C1=O)C)CCOC1=CC=C(C=C1)C1CCN(CC1)C1=CC(=C(C=N1)C=1C2=C(C(N(C1)C)=O)N(C=C2)S(=O)(=O)C2=CC=C(C)C=C2)OC